C(C1=CC=CC=C1)(=O)C1=CC=C(C=C1)C(C(=O)N)SC1=NC(=C(C(=C1C#N)CC)C#N)N1CCN(CCC1)CCO 2-(4-benzoylphenyl)-2-((3,5-dicyano-4-ethyl-6-(4-(2-hydroxyethyl)-1,4-diazepan-1-yl)pyridin-2-yl)thio)acetamide